N1=CC(=CC=C1)N1CCN(CC1)C1=NC2=CC(=NC=C2C=C1)CNC(OC(C)(C)C)=O tert-butyl ((2-(4-(pyridin-3-yl)piperazin-1-yl)-1,6-naphthyridin-7-yl)methyl)carbamate